tert-butyl 4-(4-methyl-5-(tributylstannyl)isothiazol-3-yl)piperidine-1-carboxylate CC=1C(=NSC1[Sn](CCCC)(CCCC)CCCC)C1CCN(CC1)C(=O)OC(C)(C)C